tert-butyl 2,3,3a,4,6,6a-hexahydro-1H-pyrrolo[3,4-c]pyrrole-5-carboxylate C1NCC2C1CN(C2)C(=O)OC(C)(C)C